5-chloro-2-(tributylstannyl)thiazoleN ClC1C=CN(S1)[Sn](CCCC)(CCCC)CCCC